2,4-dimethyl-3-pyrrolecarboxylic acid methyl ester COC(=O)C1=C(NC=C1C)C